ClC=1C(=NC2=CC=C(C=C2C1)C=1C=C(C=CC1C(F)(F)F)CN)N1CCNCC1 [3-(3-chloro-2-piperazin-1-yl-6-quinolyl)-4-(trifluoromethyl)phenyl]methanamine